C(C)(C)(C)OC(N(CC1=CC=C(C=C1)OC)C1=NC(=C(C=C1)F)COCC1=CC(=C(C(=C1)[N+](=O)[O-])OC)Br)=O (6-(((3-Bromo-4-methoxy-5-nitrophenylmethyl)oxy)methyl)-5-fluoropyridin-2-yl)(4-methoxybenzyl)carbamic acid tert-butyl ester